z-3-hexenyl-acetate C(C\C=C/CC)CC(=O)[O-]